C1(CC1)C1CNC=2C=CC=C3C=C(N1C32)C=3N=C2N(C(=CC(=C2)C=O)OC)C3C [2-(11-cyclopropyl-1,9-diazatricyclo[6.3.1.04,12]dodeca-2,4,6,8(12)-tetraen-2-yl)-5-methoxy-3-methyl-imidazo[1,2-a]pyridin-7-yl]methanone